(2S)-2-[4-bromo-2-(1,2-oxazol-3-yl)phenoxy]butyric acid BrC1=CC(=C(O[C@H](C(=O)O)CC)C=C1)C1=NOC=C1